tert-butyl (1R,3S,4S)-3-(((S)-tert-butylsulfinyl)amino)-4-methylcyclopentane-1-carboxylate C(C)(C)(C)[S@](=O)N[C@H]1C[C@@H](C[C@@H]1C)C(=O)OC(C)(C)C